N1=CN=C(C=C1)N1CC(C1)CC(=O)OCC Ethyl [1-(pyrimidin-4-yl)azetidin-3-yl]acetate